OC1=CC=C(C(=O)NC2CCOCC2)C=C1 4-hydroxy-N-(tetrahydro-2H-pyran-4-yl)benzamide